CC=1SC(=C(N1)C1=NC(=NC=C1)NC=1C=C2C=C(NC2=CC1)C(=O)N1CCN(CC1)C)C (5-((4-(2,5-dimethylthiazol-4-yl)pyrimidin-2-yl)amino)-1H-indol-2-yl)(4-methylpiperazin-1-yl)methanone